C(C)(C)(C)C1=CC(=C2CCC(C2=C1)(C)C)C(C)=O 1-(6-tert-butyl-1,1-dimethyl-4-indanyl)-1-ethanone